N-(7-butyl-6-methoxy-8-oxo-8,9-dihydro-7H-purin-2-yl)acetamide C(CCC)N1C(NC2=NC(=NC(=C12)OC)NC(C)=O)=O